COC=1C=C2C=NN(C2=CC1CCNC(OC(C)(C)C)=O)C Tert-butyl (2-(5-methoxy-1-methyl-1H-indazol-6-yl)ethyl)carbamate